N1=CC=C(C=C1)C1=CN(C2=C1C=1N(C(=N2)N2[C@H]3CC(C[C@@H]2CC3)C(=O)[O-])C=CN1)COCC[Si](C)(C)C ((1R,3S,5S)-8-(9-(pyridin-4-yl)-7-((2-(trimethylsilyl) ethoxy) methyl)-7H-imidazo[1,2-c]pyrrolo[3,2-e]pyrimidin-5-yl)-8-azabicyclo[3.2.1]oct-3-yl)carboxylate